2-methyl-4,6-diaminoresorcinol dihydrochloride Cl.Cl.CC1=C(O)C(=CC(=C1O)N)N